4-([2-[2-(2,6-dioxopiperidin-3-yl)-1-oxo-3H-isoindol-5-yl]-2,7-diazaspiro[3.5]non-7-yl]methyl)piperidine-1-carboxylic acid benzyl ester C(C1=CC=CC=C1)OC(=O)N1CCC(CC1)CN1CCC2(CN(C2)C=2C=C3CN(C(C3=CC2)=O)C2C(NC(CC2)=O)=O)CC1